2,9-Dibromo-6,13-pentacenedione BrC1=CC2=CC=3C(C4=CC5=CC=C(C=C5C=C4C(C3C=C2C=C1)=O)Br)=O